4-(4-(isopropylamino)-3-nitrophenyl)-3,6-dihydropyridine-1(2H)-carboxylic acid tert-butyl ester C(C)(C)(C)OC(=O)N1CCC(=CC1)C1=CC(=C(C=C1)NC(C)C)[N+](=O)[O-]